5-bromo-1-(cyclopropylmethyl)-4-iodo-3-methyl-1H-pyrazole BrC1=C(C(=NN1CC1CC1)C)I